ClC1=CC=2N(C=C1)C(=C(N2)C2=C(C=C(C=C2F)S(N)(=O)=O)F)C[C@H]2CN(CCO2)C(=O)OC methyl (S)-2-((7-chloro-2-(2,6-difluoro-4-sulfamoylphenyl)imidazo[1,2-a]pyridin-3-yl)methyl)morpholine-4-carboxylate